(R)-3-(4-chloro-2-fluorophenyl)isoxazolidine ClC1=CC(=C(C=C1)[C@@H]1NOCC1)F